C(C)(C)(C)OC(=O)N1C(CCC1)C1=CC(=C(C(=C1)C)C=1C=C2C(=CN1)N(N=C2C=2C=NN(C2)C)COCC[Si](C)(C)C)F (3-fluoro-5-methyl-4-(3-(1-methyl-1H-pyrazol-4-yl)-1-((2-(trimethylsilyl)ethoxy)methyl)-1H-pyrazolo[3,4-c]pyridin-5-yl)phenyl)pyrrolidine-1-carboxylic acid tert-butyl ester